(2S,4R)-4-(2-fluorophenylmethyl)-4-hydroxy-2-methylpyrrolidine-1-carboxylic acid tert-butyl ester C(C)(C)(C)OC(=O)N1[C@H](C[C@](C1)(O)CC1=C(C=CC=C1)F)C